COC1=C(C=C2CC(C(C2=C1)NC(O[C@@H]1CN2CCC1CC2)=O)(C)C)C2=CC(=C(C(=C2)C)OC)C (S)-quinuclidin-3-yl (6-methoxy-5-(4-methoxy-3,5-dimethylphenyl)-2,2-dimethyl-2,3-dihydro-1H-inden-1-yl)carbamate